ClC1=CC(=C(C=C1)C1=NC(=CN2C1=NC(=C(C2=O)C(F)(F)F)C)N2CC(OCC2)C=2C=NN(C2)C)F 9-(4-chloro-2-fluorophenyl)-2-methyl-7-(2-(1-methyl-1H-pyrazol-4-yl)morpholino)-3-(trifluoromethyl)-4H-pyrazino[1,2-a]pyrimidin-4-one